2-(4-methoxyphenyl)-N-(3-(4-methyl-1,4-diazepan-1-yl)propyl)quinolin-4-amine COC1=CC=C(C=C1)C1=NC2=CC=CC=C2C(=C1)NCCCN1CCN(CCC1)C